tert-butyl 4-(5-[(5-chlorothiophen-2-yl)methyl]amino-1-(thiophene-3-carbonyl)-1H-pyrazol-3-yl)piperidine-1-carboxylate ClC1=CC=C(S1)CNC1=CC(=NN1C(=O)C1=CSC=C1)C1CCN(CC1)C(=O)OC(C)(C)C